3,8-dimethoxy-6H-benzo[c]chromen-6-thione COC1=CC=C2C3=C(C(OC2=C1)=S)C=C(C=C3)OC